tert-butyl (1-(2-(2-((2-(2,6-dioxopiperidin-3-yl)-1,3-dioxoisoindolin-4-yl)amino) ethoxy)ethyl)piperidin-4-yl)carbamate O=C1NC(CCC1N1C(C2=CC=CC(=C2C1=O)NCCOCCN1CCC(CC1)NC(OC(C)(C)C)=O)=O)=O